2-[ethyl[(heptadecafluorooctyl)sulfonyl]amino]ethyl acrylate C(C=C)(=O)OCCN(S(=O)(=O)C(C(C(C(C(C(C(C(F)(F)F)(F)F)(F)F)(F)F)(F)F)(F)F)(F)F)(F)F)CC